C1(CC1)C(COC1=C(C=C(C=C1)NS(=O)(=O)CC)C=1C2=C(C(N(C1)C)=O)NC=C2)OCCOC2CCNCC2 N-[4-[2-cyclopropyl-2-[2-(4-piperidyloxy)ethoxy]ethoxy]-3-(6-methyl-7-oxo-1H-pyrrolo[2,3-c]pyridin-4-yl)phenyl]ethanesulfonamide